tert-butyl 6-(3-amino-4-cyclopropoxyphenyl)-2,6-diazaspiro[3.3]heptane-2-carboxylate NC=1C=C(C=CC1OC1CC1)N1CC2(CN(C2)C(=O)OC(C)(C)C)C1